CSC1=NC=2CC3(CCC2C=N1)CC1=CC=CC=C1CC3 2'-(methylthio)-3,4,5',8'-tetrahydro-1H,6'H-spiro[naphthalene-2,7'-quinazoline]